CN1N=CC2=CC=C(C=C12)NC(OCC)=O Ethyl (1-methyl-1H-indazol-6-yl)carbamate